(R)-2-methyl-5-hexene-1-ol C[C@@H](CO)CCC=C